androstane-3,5-dien-17-one C[C@@]12C(CC[C@H]1[C@@H]1CC=C3C=CCC[C@]3(C)[C@H]1CC2)=O